(2s,3s)-3-(4-chlorophenyl)-3-[(1R)-1-(4-chlorophenyl)-7-fluoro-1-methoxy-5-[2-(oxazolidin-4-yl)oxiran-2-yl]-3-oxo-2,3-dihydro-1H-isoindol-2-yl]-2-methylpropanoic acid ClC1=CC=C(C=C1)[C@H]([C@@H](C(=O)O)C)N1[C@@](C2=C(C=C(C=C2C1=O)C1(OC1)C1NCOC1)F)(OC)C1=CC=C(C=C1)Cl